FC1=C(C=CC=C1B1OC(C(O1)(C)C)(C)C)N=S1(CCCC1)=O 1-((2-fluoro-3-(4,4,5,5-tetramethyl-1,3,2-dioxaborolan-2-yl)phenyl)imino)tetrahydro-1H-1λ6-thiophene 1-oxide